C1CSS[C@@H]1CCCCC(=O)O (R)-thioctic acid